N-(4-((2-(1,1-difluoroethyl)-6-methylpyrimidin-4-yl)amino)-5-(2-methoxy-6-methylpyrimidin-4-yl)pyridin-2-yl)acetamide FC(C)(F)C1=NC(=CC(=N1)NC1=CC(=NC=C1C1=NC(=NC(=C1)C)OC)NC(C)=O)C